5-methoxy-6-(3-(1-methyl-1H-pyrazol-3-yl)phenyl)-2-morpholinopyrimidine-4-carboxylic acid COC=1C(=NC(=NC1C1=CC(=CC=C1)C1=NN(C=C1)C)N1CCOCC1)C(=O)O